Serin ethyl ester C(C)OC([C@@H](N)CO)=O